1-(3-methoxy-3-oxopropionamido)cyclobutane-1-carboxylic acid methyl ester COC(=O)C1(CCC1)NC(CC(=O)OC)=O